C(=C)OCCC 1-(vinyloxy)propane